CC(CCCCCN)(C)C tri-methyl-hexylamine